2-(3-(methyl(pyridin-2-ylmethyl)amino)propanamido)-2-((oleoyloxy)methyl)propane-1,3-diyl dioleate C(CCCCCCC\C=C/CCCCCCCC)(=O)OCC(COC(CCCCCCC\C=C/CCCCCCCC)=O)(COC(CCCCCCC\C=C/CCCCCCCC)=O)NC(CCN(CC1=NC=CC=C1)C)=O